2-([4-[2-(4-chloro-2-fluorophenyl)-2-methyl-1,3-benzodioxol-4-yl]piperidin-1-yl]methyl)-1-[2-(dimethylamino)ethyl]-1H-benzimidazole-6-carboxylic acid ClC1=CC(=C(C=C1)C1(OC2=C(O1)C=CC=C2C2CCN(CC2)CC2=NC1=C(N2CCN(C)C)C=C(C=C1)C(=O)O)C)F